2-(5-Fluoropyridin-2-yl)-6-(2-methoxyethyl)-3-oxo-2,3-dihydropyridazine-4-carboxylic acid FC=1C=CC(=NC1)N1N=C(C=C(C1=O)C(=O)O)CCOC